C(CCCCCC)SC1=CC(=C(C(=O)O)C=C1)C 4-(heptylthio)-2-methylbenzoic acid